C(=O)(OC(C)(C)C)N1C2CNCC1C2 6-N-Boc-3,6-diazabicyclo[3.1.1]heptane